3-(tetrahydro-2H-pyran-4-yl)-5,6,7,8-tetrahydropyrido[2,3-d]pyrimidine-2,4(1H,3H)-dione O1CCC(CC1)N1C(NC2=C(C1=O)CCCN2)=O